tert-butyl (7R)-7-((tert-butyldimethylsilyl) oxy)-2-(4-methoxybenzyl)-1-oxo-2,5-diazaspiro[3.4]octane-5-carboxylate [Si](C)(C)(C(C)(C)C)O[C@H]1CN(C2(CN(C2=O)CC2=CC=C(C=C2)OC)C1)C(=O)OC(C)(C)C